1-tert-butyl 4-ethyl 4-(2-oxoethyl)piperidine-1,4-dicarboxylate O=CCC1(CCN(CC1)C(=O)OC(C)(C)C)C(=O)OCC